1-(2-aminoethyl)-N-[(3-fluoropyridin-2-yl)methyl]-1H-1,2,4-triazole-3-carboxamide dihydrochloride Cl.Cl.NCCN1N=C(N=C1)C(=O)NCC1=NC=CC=C1F